C(CCCCCCC)OC(CNC(OC(C)(C)C)=O)COCCCCCCCC tert-butyl (2,3-bis(octyloxy)propyl)carbamate